O=C1C(=C(C2=CC=CC=C12)CCCN)CCCN 3-oxo-indene-2,1(3H)-bis[propylamine]